(6-[((3S)-3-(4-morpholinylmethyl)-3,4-dihydro-2(1H)-isoquinolinyl)carbonyl]-1,3-benzodioxol-5-yl)-N-phenyl-5,6,7,8-tetrahydro-1-indolizinecarboxamide N1(CCOCC1)C[C@H]1N(CC2=CC=CC=C2C1)C(=O)C=1C(=CC2=C(OCO2)C1)C=1C(=C2CCCCN2C1)C(=O)NC1=CC=CC=C1